6-bromo-1-((dimethylamino)methylene)-3,4-dihydronaphthalen-2(1H)-one BrC=1C=C2CCC(C(C2=CC1)=CN(C)C)=O